C1(CCCC1)(CCCCO)CCCCO cyclopentanedibutanol